2,6-bis(2,6-dimethoxyphenyl)phenylphosphine COC1=C(C(=CC=C1)OC)C1=C(C(=CC=C1)C1=C(C=CC=C1OC)OC)P